Br[C@@H](C(=O)OC)C1=C(C=CC(=C1)F)OC |r| methyl (2RS)-2-bromo-2-(5-fluoro-2-methoxyphenyl)acetate